ε-phthalimidoperoxyhexanoic acid C1(C=2C(C(N1CCCCCC(=O)OO)=O)=CC=CC2)=O